CC1(C(NC=2N=C(N=CC21)SC)=O)C(=O)OCC ethyl 5-methyl-2-methylsulfanyl-6-oxo-7H-pyrrolo[2,3-d]pyrimidine-5-carboxylate